1-(2-hydroxyethyl)-4-methylpiperazine OCCN1CCN(CC1)C